2-ethoxy-5-isobutanoylamino-N-(1-(3-(thiazol-2-yl)phenyl)ethyl)nicotinamide C(C)OC1=C(C(=O)NC(C)C2=CC(=CC=C2)C=2SC=CN2)C=C(C=N1)NC(C(C)C)=O